C(C)OC(=O)C=1N(C=C(C1C1=CC=CC=C1)C=1C=NC=CC1)N.F[P-](F)(F)(F)(F)F.C[NH2+]CC N-methylethanaminium hexafluorophosphate Ethyl-1-amino-3-phenyl-4-(pyridin-3-yl)-1H-pyrrole-2-carboxylate